C(C)OC(CCC(=O)C1=NC(=CC(=C1O)Br)CC1=C(C(=CC=C1F)F)F)=O 4-[4-Bromo-6-(2,3,6-trifluoro-benzyl)-3-hydroxy-pyridin-2-yl]-4-oxo-butyric acid ethyl ester